NC1(C(C=C(C=C1)C1=CC=CC=C1)(C)C)N 4,4-diamino-3,3-dimethylbiphenyl